2-ethyl-6-methoxybenzol C(C)C1=CC(=CC=C1)OC